1,1-Dicyclopropyl-4-methyl-hexadecan-1-ol C1(CC1)C(CCC(CCCCCCCCCCCC)C)(O)C1CC1